6-Fluoro-3-{1-[3-(5-oxazol-5-yl-pyridin-2-yloxy)-propyl]-piperidin-4-yl}-benzo[d]isoxazole oxalate C(C(=O)O)(=O)O.FC1=CC2=C(C(=NO2)C2CCN(CC2)CCCOC2=NC=C(C=C2)C2=CN=CO2)C=C1